(S)-1-(4-(4-((2-(2-(hydroxymethyl)pyrrolidin-1-yl)pyrrolo[2,1-f][1,2,4]triazin-4-yl)amino)-1H-imidazol-1-yl)-2,3-dimethoxyphenyl)ethanone OC[C@H]1N(CCC1)C1=NN2C(C(=N1)NC=1N=CN(C1)C1=C(C(=C(C=C1)C(C)=O)OC)OC)=CC=C2